sodium meta-phenylenediamine C1(=CC(=CC=C1)N)N.[Na]